O=C1NC(CCC1OC1=CC=C(C=C1)C1CCN(CC1)CC=O)=O 2-[4-[4-[(2,6-dioxo-3-piperidyl)oxy]phenyl]-1-piperidyl]acetaldehyde